ClC1=CC=C(C=C1)C=1N=C2SC=CN2C1C=O 6-(4-Chlorophenyl)imidazo[2,1-b][1,3]thiazole-5-carbaldehyde